(R)-1-[(S)-2-(diphenylphosphino)ferrocenyl]ethyldi-3,5-xylylphosphine C1(=CC=CC=C1)P(C=1[C-](C=CC1)[C@@H](C)P(C1=CC(=CC(=C1)C)C)C1=CC(=CC(=C1)C)C)C1=CC=CC=C1.[CH-]1C=CC=C1.[Fe+2]